NC=1C(=C(C=C2C=C(N=CC12)NC(O[C@H]1COC[C@@H]1C1CC1)=O)C1=C(C2=C(OCCN2)N=C1)C)F (3R,4S)-4-Cyclopropyltetrahydrofuran-3-yl (8-amino-7-fluoro-6-(8-methyl-2,3-dihydro-1H-pyrido[2,3-b][1,4]oxazin-7-yl)isoquinolin-3-yl)carbamate